COCCCCCCCCCC 1-methoxydecane